CN1C(C(=CC2=C1N=C(N=C2)NC)B(O)O)=O (8-methyl-2-(methylamino)-7-oxo-7,8-dihydropyrido[2,3-d]pyrimidin-6-yl)boronic acid